3-(4-((3-((4-(4-CHLOROPHENYL)PIPERIDIN-1-YL)METHYL)BENZYL)OXY)-1-OXOISOINDOLIN-2-YL)PIPERIDINE-2,6-DIONE ClC1=CC=C(C=C1)C1CCN(CC1)CC=1C=C(COC2=C3CN(C(C3=CC=C2)=O)C2C(NC(CC2)=O)=O)C=CC1